5,7-difluoro-2-(4-fluorophenyl)-1H-indole-3-carbohydrazide FC=1C=C2C(=C(NC2=C(C1)F)C1=CC=C(C=C1)F)C(=O)NN